(R)-3-cyclopropyl-N-((S)-2-(dimethylamino)-3-(2-oxoindolin-5-yl)propyl)-3-phenylpropionamide C1(CC1)[C@@H](CC(=O)NC[C@H](CC=1C=C2CC(NC2=CC1)=O)N(C)C)C1=CC=CC=C1